C1(CC1)OCCNC1=C(C(OC(=C1)C(=O)NC=1SC(=NN1)N1N=CC=C1C)=O)OC 4-((2-cyclopropoxyethyl)amino)-3-methoxy-N-(5-(5-methyl-1H-pyrazol-1-yl)-1,3,4-thiadiazol-2-yl)-2-oxo-2H-pyran-6-carboxamide